N-(2-((Dipropylamino)methyl)quinolin-8-yl)-4-(trifluoromethyl)benzenesulfonamide C(CC)N(CCC)CC1=NC2=C(C=CC=C2C=C1)NS(=O)(=O)C1=CC=C(C=C1)C(F)(F)F